ClC=1C(=NC(=NC1)N1[C@H]2COC[C@@H]1CC(C2)O)NC2=CC=1C3=C(C(N(C1C=C2)C)=O)OCC[C@@H](N3)C3CC3 (R)-10-((5-Chloro-2-((1R,5S,7S)-7-hydroxy-3-oxa-9-azabicyclo[3.3.1]nonan-9-yl)pyrimidin-4-yl)amino)-2-cyclopropyl-7-methyl-1,2,3,4-tetrahydro-[1,4]oxazepino[2,3-c]quinolin-6(7H)-on